The molecule is a chiral mycolic acid analogue comprising 3-hydroxypropanoic acid having a tetracosanyl group at position 2 and a further long-chain alkyl group containing two cyclopropyl rings at position 3. CCCCCCCCCCCCCCCCCCCCCCCC[C@H]([C@@H](CCCCCCCCCCC[C@H]1C[C@H]1CCCCCCCCCCCCCC[C@H]2C[C@H]2CCCCCCCCCCCCCCCCCCCC)O)C(=O)O